ClC(=C(C)C)N(C)C (1-chloro-2-methylprop-1-enyl)dimethylamine